[Cl-].COCCN1C=[N+](C=C1)C 1-(2-methoxyethyl)-3-methylimidazolium chloride